tert-butyl N-[(E)-11-[(3R)-3-[4-amino-3-(4-phenoxyphenyl) pyrazolo[3,4-d]pyrimidin-1-yl]-1-piperidyl]-11-oxo-undec-9-enyl]-N-tert-butoxycarbonyl-carbamate NC1=C2C(=NC=N1)N(N=C2C2=CC=C(C=C2)OC2=CC=CC=C2)[C@H]2CN(CCC2)C(/C=C/CCCCCCCCN(C(OC(C)(C)C)=O)C(=O)OC(C)(C)C)=O